ethyl (6R)-6-[4-[3-[(E)-3-ethoxy-3-oxo-prop-1-enyl]-2-pyridyl]piperazin-1-yl]-2-azaspiro[3.4]octane-2-carboxylate C(C)OC(/C=C/C=1C(=NC=CC1)N1CCN(CC1)[C@H]1CC2(CN(C2)C(=O)OCC)CC1)=O